5-(4-(3-Chlorophenyl)-2-methyl-1H-imidazol-5-yl)-1H-indazole ClC=1C=C(C=CC1)C=1N=C(NC1C=1C=C2C=NNC2=CC1)C